C(C=CCCCCCCCCC)(=O)C(O)(C[N+](C)(C)C)CC([O-])=O Dodecenoyl-carnitine